(2S,4R)-N-[[2-(10-bromodecoxy)-4-(4-methylthiazol-5-yl)phenyl]methyl]-1-[(2S)-2-[(1-fluorocyclopropanecarbonyl)amino]-3,3-dimethyl-butanoyl]-4-hydroxy-pyrrolidine-2-carboxamide BrCCCCCCCCCCOC1=C(C=CC(=C1)C1=C(N=CS1)C)CNC(=O)[C@H]1N(C[C@@H](C1)O)C([C@H](C(C)(C)C)NC(=O)C1(CC1)F)=O